O(C1=CC=CC=C1)CC1=CC=C(C=C1)C(C)=O 1-[4-(Phenoxymethyl)phenyl]ethan-1-one